CN(\C=C(/C(C)=O)\C=1C=CC=2N(C1)C=CN2)C (3Z)-4-(dimethylamino)-3-(imidazo[1,2-a]pyridine-6-yl)-3-buten-2-one